(3-amino-1-hydroxypropane-1,1-diyl)bis(phosphonic acid) NCCC(O)(P(O)(O)=O)P(O)(O)=O